C(C)(=O)[O-].[Ba+2].C(C)(=O)[O-] Barium Acetat